tert-Butyl (S)-4-(7-chloro-6-fluoro-1-(2-isopropyl-6-methylphenyl)-2-oxo-1,2-dihydropyrido[2,3-d]pyrimidin-4-yl)-2-methylpiperazine-1-carboxylate ClC=1C(=CC2=C(N(C(N=C2N2C[C@@H](N(CC2)C(=O)OC(C)(C)C)C)=O)C2=C(C=CC=C2C)C(C)C)N1)F